2'-bromo-3-chloro-4-((3,5-difluoropyridin-2-yl)methoxy-d2)-5',6-dimethyl-2H-[1,4'-bipyridine]-2-one BrC1=NC=C(C(=C1)N1C(C(=C(C=C1C)OC([2H])([2H])C1=NC=C(C=C1F)F)Cl)=O)C